N-(cis-2-(3-(2,3-dihydro-1H-indol-1-yl)benzyl)-1-isobutyrylpyrrolidin-3-yl)methanesulfonamide N1(CCC2=CC=CC=C12)C=1C=C(C[C@@H]2N(CC[C@@H]2NS(=O)(=O)C)C(C(C)C)=O)C=CC1